N1N=CC=2C=NC(=CC21)C=2C=C(C=CC2)C2=NOC(=C2)[C@]2(C(N(CC2)C)=O)O.[Nd+] neodymium (i) (R)-3-(3-(3-(1H-pyrazolo[4,3-c]pyridin-6-yl)phenyl)isoxazol-5-yl)-3-hydroxy-1-methylpyrrolidin-2-one